C1(CC1)C=1C=CC(=NC1F)[C@@H](NC(=O)[C@H]1N(C[C@@H](C1)F)C(CC=1C=NN(C1C(F)F)C)=O)C1=CC=CC=C1 (2S,4R)-N-[(S)-(5-cyclopropyl-6-fluoropyridin-2-yl)(phenyl)methyl]-1-{2-[5-(difluoromethyl)-1-methyl-1H-pyrazol-4-yl]acetyl}-4-fluoropyrrolidine-2-carboxamide